2-[2-hydroxy-5-tert-octylphenyl]-2H-benzotriazole OC1=C(C=C(C=C1)C(C)(C)CC(C)(C)C)N1N=C2C(=N1)C=CC=C2